FC1=C(C(=CC=C1)F)C1=N[C@H](C2=NN=C(N2C=2SC=3[C@H](CCCCC3C12)F)C)C (7S,16S)-9-(2,6-difluorophenyl)-16-fluoro-3,7-dimethyl-18-thia-2,4,5,8-tetrazatetracyclo[8.8.0.02,6.011,17]octadeca-1(10),3,5,8,11(17)-pentaene